FC=1C=C(CN2C(C(C(CC2COC)=CN(C)C)=O)=O)C=CC1F 1-(3,4-difluorobenzyl)-4-((dimethylamino)methylene)-6-(methoxymethyl)piperidine-2,3-dione